C[C@@]12C(CC[C@H]1[C@@H]1CCC3CC(CC[C@]3(C)[C@H]1CC2)=O)=O androstane-3,17-dione